ClC=1C=C2C3(C4=C(NC2=CC1)C1=CC=CC=C1OC4=O)C(NC=4C=CC1=C(C43)C=CC=C1)=O 9'-chlorospiro[benzo[e]indole-1,7'-chromeno[4,3-b]quinoline]-2,6'(3H,12'H)-dione